C(C1=CC=CC=C1)OC1=NC(=NC(=C1F)C)C(=O)OC methyl 4-(benzyloxy)-5-fluoro-6-methylpyrimidine-2-carboxylate